2,5-dimethyl-2,5-bis(3-methylbenzoyl-peroxy)hexane CC(C)(CCC(C)(OOC(C1=CC(=CC=C1)C)=O)C)OOC(C1=CC(=CC=C1)C)=O